CON(C([C@H](CC=1N=CN(C1)C(C1=CC=CC=C1)(C1=CC=CC=C1)C1=CC=CC=C1)NC([C@H](CC(C)C)NC(=O)C=1NC2=CC=CC=C2C1)=O)=O)C N-((S)-1-(((S)-1-(methoxy(methyl)amino)-1-oxo-3-(1-trityl-1H-imidazol-4-yl)propan-2-yl)amino)-4-methyl-1-oxopentan-2-yl)-1H-indole-2-carboxamide